tert-butyl 2-((tert-butoxycarbonyl)(methyl)amino)-3-iodo-7,8-dihydro-4H-pyrazolo[1,5-a][1,4]diazepine-5(6H)-carboxylate C(C)(C)(C)OC(=O)N(C1=NN2C(CN(CCC2)C(=O)OC(C)(C)C)=C1I)C